mannofuranose OC1[C@@H](O)[C@@H](O)[C@H](O1)[C@H](O)CO